amino-3,3-dimethylbutyltrimethoxysilane NCO[Si](OC)(OC)CCC(C)(C)C